N-((1-ethyl-4-methyl-2-oxo-1,2-dihydroquinolin-6-yl)methyl)benzenesulfonamide C(C)N1C(C=C(C2=CC(=CC=C12)CNS(=O)(=O)C1=CC=CC=C1)C)=O